BrC1C(OCC1)=O 3-bromodihydrofuran-2(3H)-one